3-(7-chloro-2-oxo-3-(pent-3-yl)-5-phenyl-2,3-dihydro-1H-benzo[e][1,4]diazepin-1-yl)-N-(methylsulfonyl)propanamide ClC1=CC2=C(N(C(C(N=C2C2=CC=CC=C2)C(CC)CC)=O)CCC(=O)NS(=O)(=O)C)C=C1